NC1=NN(C(=C1)C1=CC(=C(C#N)C=C1)F)C=1C=C2C=NN(C2=CC1)C1=CC=CC=C1 4-(3-amino-1-(1-phenyl-1H-indazol-5-yl)-1H-pyrazol-5-yl)-2-fluorobenzonitrile